4-((2-fluoro-3-methoxypropyl)(4-(5,6,7,8-tetrahydro-1,8-naphthyridin-2-yl)butyl)amino)-2-((2-(pyridin-3-yl)quinazolin-4-yl)amino)butanoic acid FC(CN(CCC(C(=O)O)NC1=NC(=NC2=CC=CC=C12)C=1C=NC=CC1)CCCCC1=NC=2NCCCC2C=C1)COC